2-(7-(tert-butyl)naphthalen-1-yl)-4,4,5,5-tetramethyl-1,3,2-dioxaborolane C(C)(C)(C)C1=CC=C2C=CC=C(C2=C1)B1OC(C(O1)(C)C)(C)C